C1(=CC=C(C=C1)C=1NC2=CC=CC=C2C1N1C2=CC=CC=C2SC=2C=CC=CC12)C 10-(2-(p-tolyl)indol-3-yl)-10H-phenothiazine